C(CC)S(=O)(=O)NC=1C=CC2=C(C(=CO2)C2CC3CCCCN3CC2)C1 5-(N-propanesulfonyl)amino-3-(octahydro-2H-quinolizin-2-yl)-benzofuran